Benzoyl-7-diethylaminocoumarin C(C1=CC=CC=C1)(=O)C=1C(OC2=CC(=CC=C2C1)N(CC)CC)=O